(trans-2-hydroxycyclopentyl)-4,5-dimethyl-6-(4-(1-methyl-1H-pyrazol-3-yl)benzyl)isoindolin-1-one O[C@H]1[C@@H](CCC1)N1C(C2=CC(=C(C(=C2C1)C)C)CC1=CC=C(C=C1)C1=NN(C=C1)C)=O